C1(CC1)CN(C=1C(C(C1NCC1=CC(=C(C=C1)C1=NOC(=N1)C(F)(F)F)F)=O)=O)C 3-((cyclopropylmethyl)(methyl)amino)-4-((3-fluoro-4-(5-(trifluoromethyl)-1,2,4-oxadiazol-3-yl)benzyl)amino)cyclobut-3-ene-1,2-dione